C(CN1C(C(NC(C1)(C)C)(C)C)=O)N1C(C(NC(C1)(C)C)(C)C)=O 1,1'-(1,2-ethanediyl)-bis(3,3,5,5-tetramethylpiperazinon)